FC1=C(C=CC(=C1)OC)NC=1C=NC(=C(C(=O)N)C1)NC1=CC(=CC(=C1)C)F 5-((2-fluoro-4-methoxyphenyl)amino)-2-((3-fluoro-5-methylphenyl)amino)nicotinamide